(S)-2-(7-chloro-2-(methylsulfonyl)-1,2,3,4-tetrahydroisoquinolin-5-yl)pyrrolidin ClC1=CC(=C2CCN(CC2=C1)S(=O)(=O)C)[C@H]1NCCC1